(R)-N-(2,5-dimethoxyphenyl)-3-(3-fluoro-4-methylphenyl)-3-(1,2,4-thiadiazol-5-yl)pyrrolidine-1-carboxamide COC1=C(C=C(C=C1)OC)NC(=O)N1C[C@](CC1)(C1=NC=NS1)C1=CC(=C(C=C1)C)F